C(#C)C1(CC1)NC1=NC(N(C2=CC(=CC=C12)C(F)(F)F)C1=NC=CN=C1)=O 4-((1-ethynylcyclopropyl)amino)-1-(pyrazin-2-yl)-7-(trifluoromethyl)quinazolin-2(1H)-one